tert-Butyl 2-(1-methoxy-1-oxopropan-2-yl)-6-(p-tolyl)-9H-carbazole-9-carboxylate COC(C(C)C1=CC=2N(C3=CC=C(C=C3C2C=C1)C1=CC=C(C=C1)C)C(=O)OC(C)(C)C)=O